CC1=NC2=C3C(=C(C=C2C=N1)O)OC(C3)C 2,8-dimethyl-8,9-dihydrofuro[2,3-h]quinazolin-6-ol